[3-(4-Chloro-phenyl)-adamantan-1-ylmethyl]-isopropyl-amine ClC1=CC=C(C=C1)C12CC3(CC(CC(C1)C3)C2)CNC(C)C